4'-fluoro-N-isopropyl-2-(5-trifluoromethylphenyl-1,3,4-thiadiazol-2-yloxy)acetanilide FC1=CC=C(N(C(COC=2SC(=NN2)C2=CC=CC(=C2)C(F)(F)F)=O)C(C)C)C=C1